C(=O)(O)C=1C(=[N+](ON1)[O-])C(C)C 4-carboxy-3-isopropyl-1,2,5-oxadiazole 2-oxide